CC1(C2CN(C(C12)C(=O)N[C@H](C=O)CC1=CC=CC=C1)C(=O)C1=NC2=CC=CC=C2C=C1)C 6,6-dimethyl-N-((S)-1-oxo-3-phenylpropan-2-yl)-3-(quinoline-2-carbonyl)-3-azabicyclo[3.1.0]hexane-2-carboxamide